[8-[(6Ar,10aR)-1-hydroxy-6,6,9-trimethyl-6a,7,10,10a-tetrahydrobenzo[c]chromen-3-yl]-8-methylnonyl] nitrate [N+](=O)(OCCCCCCCC(C)(C)C1=CC(=C2[C@H]3[C@H](C(OC2=C1)(C)C)CC=C(C3)C)O)[O-]